1-((4-phenoxybenzoyl)glycyl)-4-(trifluoromethoxy)pyrrolidine-2-carboxamide O(C1=CC=CC=C1)C1=CC=C(C(=O)NCC(=O)N2C(CC(C2)OC(F)(F)F)C(=O)N)C=C1